C1=NC(=NC(=N1)N)N 1,5-Triazine-2,4-diamine